ClC=1C=NC(=NC1)N1CCC(CC1)CCCOC1=CC(=C(C=C1)CC(=O)N1CC(C1)CNCCOCCOCCO)F 2-[4-[3-[1-(5-chloropyrimidin-2-yl)-4-piperidyl]propoxy]-2-fluoro-phenyl]-1-[3-[[2-[2-(2-hydroxyethoxy)ethoxy]ethylamino]methyl]azetidin-1-yl]ethanone